C(C)C=1C=NN(C1)C1(CN(C1)C=1C=2N(C=CC1)N=C(N2)NC=2C=NN(C2)CC(=O)N2CCN(CC2)C)C(C#N)C 2-[3-(4-ethylpyrazol-1-yl)-1-[2-[[1-[2-(4-methylpiperazin-1-yl)-2-oxo-ethyl]pyrazol-4-yl]amino]-[1,2,4]triazolo[1,5-a]pyridin-8-yl]azetidin-3-yl]propanenitrile